bis(4-hydroxyphenyl)diphenylmethaneOne OC1=CC=C(C=C1)C=1C(=C(C=CC1)C(=O)C1=CC=CC=C1)C1=CC=C(C=C1)O